C(#N)CC1(CN(C1)C1CCN(CC1)C(=O)NC1=CSC=C1)N1N=CC(=C1)C=1C2=C(N=CN1)NC=C2 4-{3-(cyanomethyl)-3-[4-(7H-pyrrolo[2,3-d]pyrimidin-4-yl)-1H-pyrazol-1-yl]azetidin-1-yl}-N-3-thienylpiperidine-1-carboxamide